C(#N)C1=C(C=CC=C1)N1C(=CC2=C1N=C(S2)C)C(=O)N (2-cyanophenyl)-2-methyl-4H-pyrrolo[2,3-d]thiazole-5-carboxamide